ClC1=CC=C(C=C1)C1=NC(=NC(=N1)C1=CC=CC=C1)C1=CC=2N(C3=CC=CC=C3C2C(=C1)C1=CC2=CC=CC=C2C=C1)C1=CC=CC=C1 2-(4-(4-chlorophenyl)-6-phenyl-1,3,5-triazin-2-yl)-4-(naphthalen-2-yl)-9-phenyl-9H-carbazole